5-(5-((methylamino)methyl)pyridin-2-yl)-N-(3-(6-(trifluoromethyl)-1H-benzo[d]imidazol-2-yl)phenyl)pyrimidin-2-amine CNCC=1C=CC(=NC1)C=1C=NC(=NC1)NC1=CC(=CC=C1)C1=NC2=C(N1)C=C(C=C2)C(F)(F)F